2-chloro-9-(4-(1-methyl-4-(trifluoromethyl)-1H-imidazol-2-yl)benzyl)-6,7,8,9-tetrahydropyrimido[5,4-b][1,4]oxazepine ClC=1N=CC=2OCCCN(C2N1)CC1=CC=C(C=C1)C=1N(C=C(N1)C(F)(F)F)C